O(C)C1=NNC2=NC(=CN=C21)N2CCC1(CCN(C1)C1=NC(=NC(=C1)C(F)(F)F)C)CC2 8-(3-methoxyl-1H-pyrazolo[3,4-b]pyrazin-6-yl)-2-(2-methyl-6-(trifluoromethyl)pyrimidin-4-yl)-2,8-diazaspiro[4.5]decane